6-chloro-3-[3-(trifluoromethyl)phenoxy]pyridazine-4-carbaldehyde oxime ClC1=CC(=C(N=N1)OC1=CC(=CC=C1)C(F)(F)F)C=NO